ClC1=NN2C(N=CC3=C2[C@@](CN3C(=O)NC=3C=NC(=C(C3)Cl)OC)(C(F)(F)F)C)=C1 (R)-2-chloro-N-(5-chloro-6-methoxypyridin-3-yl)-8-methyl-8-(trifluoromethyl)-7,8-dihydro-6H-pyrazolo[1,5-a]pyrrolo[2,3-e]pyrimidine-6-carboxamide